3,4-dihydrobenzo[4,5]imidazo[1,2-a][1,3,5]triazin-2-amine N=1C=2N(CNC1N)C1=C(N2)C=CC=C1